NC1=NNC=2C1=NC(=CC2)C2=C(C=C(C=C2)S(=O)(=O)NC2CC(C2)O)C 4-(3-amino-1H-pyrazolo[4,3-b]pyridin-5-yl)-N-(3-hydroxycyclobutyl)-3-methylbenzenesulfonamide